methyl 6-(((5-amino-1,3,4-thiadiazol-2-yl)oxy)methyl)pyridine-3-carboxylate NC1=NN=C(S1)OCC1=CC=C(C=N1)C(=O)OC